C(C)(C)(C)N1C(CC(C1)C)CC TERT-BUTYL-2-ETHYL-4-METHYLPYRROLIDINE